Aluminium oxyhydroxide salt O(O)O.[Al]